tert-butyl 4-[2-[4-(2,6-dibenzyloxy-3-pyridyl)-2-fluorophenyl]-ethynyl]-4-fluoropiperidine-1-carboxylate C(C1=CC=CC=C1)OC1=NC(=CC=C1C1=CC(=C(C=C1)C#CC1(CCN(CC1)C(=O)OC(C)(C)C)F)F)OCC1=CC=CC=C1